(3aR,6R,7aR)-1-(7,8-dihydro[1,4]dioxino[2,3-e][1,3]benzothiazol-2-yl)-6-(fluoromethyl)hexahydropyrano[3,4-d]imidazol-2(3H)-one N1=C(SC2=C1C1=C(C=C2)OCCO1)N1C(N[C@@H]2[C@H]1C[C@@H](OC2)CF)=O